2-(1-(7-((2-(trimethylsilyl)ethoxy)methyl)-7H-pyrrolo(2,3-d)pyrimidin-2-yl)piperidin-4-yl)acetic Acid C[Si](CCOCN1C=CC2=C1N=C(N=C2)N2CCC(CC2)CC(=O)O)(C)C